O=C1NC(CCC1N1CC2=CC=C(C=C2C1=O)N1CCC(CC1)C=O)=O 1-[2-(2,6-dioxo-3-piperidinyl)-3-oxo-isoindolin-5-yl]piperidine-4-carbaldehyde